(2R,4R)-tert-butyl 4-(8-bromo-6-chloro-3,4-dihydroquinolin-1(2H)-yl)-2-(hydroxymethyl)-2-methylpyrrolidine-1-carboxylate BrC=1C=C(C=C2CCCN(C12)[C@@H]1C[C@](N(C1)C(=O)OC(C)(C)C)(C)CO)Cl